C1(CC1)NC(C1=C(C=C(C(=C1)C=1C=NC(=C(C1)C=1C=NN(C1)CC)N[C@H](CO)C)C)F)=O (S)-N-cyclopropyl-5-(5-(1-ethyl-1H-pyrazol-4-yl)-6-((1-hydroxypropan-2-yl)amino)pyridin-3-yl)-2-fluoro-4-methylbenzamide